FC(C1CC(CC1)N)(F)F 3-(trifluoromethyl)cyclopentan-1-amine